[Na+].[Na+].ClC1=C(C=C(C=C1)S(=O)(=O)[O-])N1N=C(C(C1=O)N=NC1=CC=C(C=C1)S(=O)(=O)[O-])C 1-(2-chloro-5-sulfophenyl)-3-methyl-4-(4-sulfophenyl)azo-2-pyrazolin-5-one disodium salt